diacetyloxy-methyl-penta-1-ynyl-silane C(C)(=O)O[Si](C#CCCC)(C)OC(C)=O